C(C)OC(CN1N=C(C(=C1)C1=CC=NC=C1)C1=CC=C(C=C1)OCC1=NC2=CC=CC=C2C=C1)=O 2-[4-(4-pyridinyl)-3-[4-(2-quinolinylmethoxy)phenyl]pyrazol-1-yl]acetic acid ethyl ester